NCC(O)C1=CC(=CC=C1)OCC1CCCCC1 2-amino-1-(3-(cyclohexylmethoxy)phenyl)ethanol